BrC=1N=C(SC1)N1C(NCCC1)=O 1-(4-bromo-1,3-thiazol-2-yl)-1,3-diazinan-2-one